NC1=NC=CC=2N1C(=NC2C2CCN(CC2)C([C@@H](C)O)=O)C2=CC=C(CNC(C1=C(C=CC(=C1)F)OC)=O)C=C2 (R)-N-(4-(5-amino-1-(1-(2-hydroxypropionyl)piperidin-4-yl)imidazo[1,5-c]pyrimidin-3-yl)benzyl)-5-fluoro-2-methoxybenzamide